4-{[3-(2-aminobenzo[d]thiazol-6-yl)-5-(3-fluorophenyl)-1H-pyrazol-1-yl]methyl}-N-hydroxybenzoamide NC=1SC2=C(N1)C=CC(=C2)C2=NN(C(=C2)C2=CC(=CC=C2)F)CC2=CC=C(C(=O)NO)C=C2